CC1(C2=CC=CC=C2C=2C=CC(=CC12)N(C1=CC2=C(OC3=C2C=CC=C3)C=C1)C1=CC=CC=3C2(C4=CC=CC=C4C13)C1=CC=CC=C1C=1C=CC=CC12)C N-(9,9-dimethyl-9H-fluoren-2-yl)-N-(9,9'-spirobi[9H-fluoren]-4-yl)dibenzofuran-2-amine